1-ethyl-3,8-dimethyl-5-{[3-(trifluoromethyl)phenyl]amino}pyrido[2,3-d]pyrimidine-2,4,7(1H,3H,8H)-trione C(C)N1C(N(C(C2=C1N(C(C=C2NC2=CC(=CC=C2)C(F)(F)F)=O)C)=O)C)=O